1,2-bis(ethoxycarbonyloxy)ethane chromium-tungsten-iron [Fe].[W].[Cr].C(C)OC(=O)OCCOC(=O)OCC